4-(Dimethylamino)-4'-(3-hydroxyazetidine-1-yl)chalcone CN(C1=CC=C(C=C1)\C=C\C(=O)C1=CC=C(C=C1)N1CC(C1)O)C